trans-3-(4-chlorophenoxy)cyclobutane-1-carboxylic acid ClC1=CC=C(O[C@@H]2C[C@H](C2)C(=O)O)C=C1